1-Methyl-4,5,6,7-tetrahydropyrazolo[3,4-c]pyridine CN1N=CC2=C1CNCC2